FC1=NC=CC=C1CC1=CC(=NC=C1)C(=O)N[C@@H]1C(N(C2=C(OC1)C=CC(=C2)C#CC(C)(C)O)C)=O (S)-4-((2-Fluoropyridin-3-yl)methyl)-N-(7-(3-hydroxy-3-methylbut-1-yn-1-yl)-5-methyl-4-oxo-2,3,4,5-tetrahydrobenzo[b][1,4]oxazepin-3-yl)picolinamid